7-methylbenzo[a]pyrene CC1=CC=CC=2C1=CC=1C=CC3=CC=CC=4C=CC2C1C34